C(C(=C)C)(=O)OCCC[Si](C)(C)C 3-(methacryloxy)propyl-trimethylsilane